[(2R,3S,4R,5R)-4-[(tert-butyldimethylsilyl)oxy]-5-[[(tert-butyldimethylsilyl)oxy]methyl]-3-fluoro-5-[(methylsulfanyl)methyl]oxolan-2-yl]-5-fluoro-3H-pyrimidine [Si](C)(C)(C(C)(C)C)O[C@H]1[C@H]([C@H](O[C@]1(CSC)CO[Si](C)(C)C(C)(C)C)C1N=CC(=CN1)F)F